O[C@@H](CO)[C@@H]1C(=C(C(O1)=O)OC[C@@H](CO)O)OCCCCCCCC (5R)-5-[(1S)-1,2-dihydroxyethyl]-3-{[(2R)-2,3-dihydroxypropyl]oxy}-4-(octyloxy)-2,5-dihydrofuran-2-one